CC1=C(C=C(C=C1)OCC(N1CCC(CC1)CCC1CCNCC1)=O)N1C(NC(CC1)=O)=O 1-[2-Methyl-5-[2-oxo-2-[4-[2-(4-piperidyl)ethyl]-1-piperidyl]ethoxy]phenyl]hexahydropyrimidine-2,4-dione